ClC1=CC2=C(C=3C4=CC=CC=C4C4=C(C3C=3C=CC=CC23)C=CC=C4)C=C1 3-chlorodibenzo[g,p]chrysene